C(C)(C)C1(CCC(C(C\C=C(\CCC=C(CC1)C)/C)O)=C)O (E)-1-isopropyl-8,12-dimethyl-4-methylenecyclotetradeca-7,11-diene-1,5-diol